N-(5-((4-chlorobenzyl)oxy)-1,3,4-thiadiazol-2-yl)-2-(2,3-dihydro-4H-benzo[b][1,4]oxazin-4-yl)nicotinamide ClC1=CC=C(COC2=NN=C(S2)NC(C2=C(N=CC=C2)N2C3=C(OCC2)C=CC=C3)=O)C=C1